NC1=C(C=CC(=C1)NCC1=CC=C(C=C1)O)NC(CCCCCCCC(CF)F)=O N-(2-amino-4-((4-hydroxybenzyl)amino)phenyl)-9,10-difluorodecanamide